OCCN1C(N(C2=C1C=CC=C2)CCC(C)(C)O)=O 1-(2-hydroxyethyl)-3-(3-hydroxy-3-methyl-butyl)benzimidazol-2-one